N-methyl-1-aza-2,2,4-trimethylsilacyclopentane CN1[Si](CC(C1)C)(C)C